5-butyl-2-[(5-cyclopropylisoxazol-3-yl)methylamino]-4H-[1,2,4]triazolo[1,5-a]pyrimidin-7-one C(CCC)C=1NC=2N(C(C1)=O)N=C(N2)NCC2=NOC(=C2)C2CC2